C(C1=CC=CC=C1)N1C[C@@H](CCC1)NC1=NC=C2N=C(N(C2=N1)C1CCC(CC1)C(=O)N)NC1=C(C=C(C=C1F)Cl)Cl (1S,4s)-4-(2-((R)-1-benzylpiperidin-3-ylamino)-8-(2,4-dichloro-6-fluorophenylamino)-9H-purin-9-yl)cyclohexanecarboxamide